FC(C1=CC(=NC=C1[2H])N1N=CC(=C1)S(=O)(=O)Cl)(F)F 1-(4-(trifluoromethyl)pyridin-2-yl-5-d)-1H-pyrazole-4-sulfonyl chloride